BrC1=CC(=C(O[C@H](C(=O)NS(=O)(=O)C2CC2)C)C=C1)F (2S)-2-(4-bromo-2-fluorophenoxy)-N-(cyclopropanesulfonyl)-propanamide